(S)-2-(2,4-difluorobenzyl)butanoic acid FC1=C(C[C@@H](C(=O)O)CC)C=CC(=C1)F